3-cyclohexyl-2-oxo-1,2,3,5-tetrahydro-4H-benzo[1,4]diazepine-4-carboxamide C1(CCCCC1)C1C(NC2=C(CN1C(=O)N)C=CC=C2)=O